N-methyl-phenyl-ammonium C[NH2+]C1=CC=CC=C1